ClC1N=C(C(=CN1C)Cl)Cl 2,5,6-trichloro-3-methylpyrimidine